CC(CCCCC#CCCCCCCCO)CC 14-methyl-8-hexadecyn-1-ol